O=C1NC(CCC1N1C(C2=CC=C(C=C2C1)CNC=1C=CC=C2CN(C(C12)=O)C(C(=O)NC=1SC=CN1)C1=C(C=CC(=C1)F)O)=O)=O 2-(7-(((2-(2,6-dioxopiperidin-3-yl)-1-oxoisoindolin-5-yl)methyl)amino)-1-oxoisoindolin-2-yl)-2-(5-fluoro-2-hydroxyphenyl)-N-(thiazol-2-yl)acetamide